CS(=O)(=O)C1=NC=CC(=N1)N1N=CC=2C1=NC(=CC2)C2=CC(=CC=C2)C(F)(F)F [2-(methylsulfonyl)pyrimidin-4-yl]-6-[3-(trifluoromethyl)phenyl]-1H-pyrazolo[3,4-b]pyridine